N-ethylethanolamine C(C)NCCO